1-methyl-4-(4-methylpent-3-en-1-yl)cyclohex-3-en-carbaldehyde CC1(CC=C(CC1)CCC=C(C)C)C=O